1-cyanophenyl-2,5-dimethylbenzene C(#N)C1(CC=CC=C1)C1=C(C=CC(=C1)C)C